N2-[(2-chloro-4-methyl-phenyl)methyl]-6-(1H-indazol-6-yl)-1,3,5-triazine-2,4-diamine ClC1=C(C=CC(=C1)C)CNC1=NC(=NC(=N1)N)C1=CC=C2C=NNC2=C1